C(C)(C)(C)OC(=O)NCCCCCNCCCCC(=O)O 5-((5-((tert-butoxycarbonyl)amino)pentyl)amino)pentanoic acid